(20R)-23-amino-3-(cyclopropylmethyl)-17-fluoro-20-methyl-7,21-dioxa-3,4,12,24-tetraazapentacyclo[20.3.1.02,6.08,13.014,19]hexacosane NC1C2O[C@@H](C3CC(CCC3C3NCCCC3OC3CNN(C3C(CN1)C2)CC2CC2)F)C